6-[(4R)-4-Methyl-1,1-dioxido-1,2,6-thiadiazinan-2-yl]isoquinoline-1-carbonitrile C[C@H]1CN(S(NC1)(=O)=O)C=1C=C2C=CN=C(C2=CC1)C#N